N-(5-(((4,4-Difluorocyclohexyl)oxy)methyl)-2-methoxyphenyl)-1-methyl-5-oxopyrrolidine-2-carboxamide FC1(CCC(CC1)OCC=1C=CC(=C(C1)NC(=O)C1N(C(CC1)=O)C)OC)F